methyl-(6-tert-butoxyhexyl)dichlorosilane C[Si](Cl)(Cl)CCCCCCOC(C)(C)C